2-(furan-2-yl)-N5-(4-(oxetan-3-ylamino)phenethyl)-[1,2,4]triazolo[1,5-a][1,3,5]triazine-5,7-diamine acetate C(C)(=O)O.O1C(=CC=C1)C1=NN2C(N=C(N=C2N)NCCC2=CC=C(C=C2)NC2COC2)=N1